FC=1C=C2C(=NC1)CN(C2=O)CCC2OC2 3-Fluoro-6-(2-(oxiran-2-yl)ethyl)-6,7-dihydro-5H-pyrrolo[3,4-b]pyridin-5-one